BrC=1C=CC=C2C=CC=C(C12)N1CC=2N=C(N=C(C2CC1)N1C[C@@H](N(CC1)C(C(=C)F)=O)CC#N)OC[C@H]1N(CCC1)C 2-((S)-4-(7-(8-bromonaphthalen-1-yl)-2-(((S)-1-methylpyrrolidin-2-yl)methoxy)-5,6,7,8-tetrahydropyrido[3,4-d]pyrimidin-4-yl)-1-(2-fluoroacryloyl)piperazin-2-yl)acetonitrile